N1N=C(C=C1)C1=CC(=NC=C1)N(C(C1=CC=C(C=C1)C=1N=NN(C1)C)=O)[C@H]1CNCCC1 (R)-N-(4-(1H-pyrazol-3-yl)pyridin-2-yl)-4-(1-methyl-1H-1,2,3-triazol-4-yl)-N-(piperidin-3-yl)benzamide